N1=C(N=CC=C1)C(=O)N pyrimidin-2-carboxamide